Octylbenzimidazole CCCCCCCCC1=NC2=CC=CC=C2N1